NC(C(=O)O)C(C=C)C 2-AMINO-3-METHYLPENT-4-ENOIC ACID